3-(bromomethyl)-5-methoxy-1-methyl-1H-pyrazole BrCC1=NN(C(=C1)OC)C